N=1N(N=C2C1C=CC=C2)C=2C=C(C(=O)OC)C=C(C2O)CN(C2=CC=C(C=C2)C=C2C(NC(NC2=O)=O)=O)CC methyl 3-(2H-benzo[d][1,2,3]triazol-2-yl)-5-((ethyl (4-((2,4,6-trioxo-tetrahydropyrimidin-5(2H)-ylidene) methyl) phenyl) amino) methyl)-4-hydroxybenzoate